C(C)(C)C1=C(C=C(C=C1)C)N1/C(/SCC1=O)=N/C(=O)NC1=CC(=C(C=C1)C1=NN(C=N1)C1=CC=C(C=C1)C(F)(F)F)C (Z)-1-(3-(2-isopropyl-5-methylphenyl)-4-oxothiazolidin-2-ylidene)-3-(3-methyl-4-(1-(4-(trifluoromethyl)phenyl)-1H-1,2,4-triazol-3-yl)phenyl)urea